4-[[2-[6-[3-(1-fluorocyclopropyl)-1H-1,2,4-triazol-5-yl]-2-azaspiro[3.3]heptane-2-carbonyl]-2-azaspiro[3.3]heptan-6-yl]methyl]-2-(trifluoromethyl)benzonitrile FC1(CC1)C1=NNC(=N1)C1CC2(CN(C2)C(=O)N2CC3(C2)CC(C3)CC3=CC(=C(C#N)C=C3)C(F)(F)F)C1